methyl 2-bromo-5-iodo-4-((4-methylphenyl)sulfonamido)benzoate BrC1=C(C(=O)OC)C=C(C(=C1)NS(=O)(=O)C1=CC=C(C=C1)C)I